ClC1=CC=C(C=C1)[C@H](C)OC1=C(C=CC(=C1)B1OC(C(O1)(C)C)(C)C)NS(=O)(=O)C(F)F (S)-N-(2-(1-(4-chlorophenyl)ethoxy)-4-(4,4,5,5-tetramethyl-1,3,2-dioxaborolan-2-yl)phenyl)-1,1-difluoromethane-sulfonamide